C1(OC([C@@H]2[C@H]3CC[C@@H]([C@H]12)C3)=O)=O (3aR,4S,7R,7aS)-hexahydro-4,7-methano-isobenzofuran-1,3-dione